COCCN1CCC(CC1)N1C2=NC(=NC=C2N(C1=O)C)NC=1C=C2C=CC=NC2=CC1C 9-(1-(2-methoxyethyl)piperidin-4-yl)-7-methyl-2-((7-methylquinolin-6-yl)amino)-7,9-dihydro-8H-purin-8-one